FC1([C@H](C2=C(N(N=C2C(F)(F)F)CCC=2OC=CC2)C1)O)F (4S)-5,5-difluoro-1-[2-(furan-2-yl)ethyl]-3-(trifluoromethyl)-1h,4h,5h,6h-cyclopenta[c]pyrazol-4-ol